2-(benzofuran-2-yl)-2-(4-(3,5-dichloropyridin-4-yl)piperazin-1-yl)-N-(2,2-dimethoxyethyl)acetamide O1C(=CC2=C1C=CC=C2)C(C(=O)NCC(OC)OC)N2CCN(CC2)C2=C(C=NC=C2Cl)Cl